C(C)(C)N1N=CC(=C1C)C1=NC=2C(=NC=CC2C=2C=C3CCC[C@@H](C3=CC2)NC(=O)C2=NC(=NO2)C2(CC2)C)N1 3-(1-Methyl-cyclopropyl)-[1,2,4]oxadiazole-5-carboxylic acid {(S)-6-[2-(1-isopropyl-5-methyl-1H-pyrazol-4-yl)-3H-imidazo[4,5-b]pyridin-7-yl]-1,2,3,4-tetrahydro-naphthalen-1-yl}-amide